N(=[N+]=[N-])CC(C(=O)NC1=C(C=CC=C1)C#N)([Se]C1=CC=C(C=C1)C)C 3-azido-N-(2-cyanophenyl)-2-methyl-2-(p-tolylseleno)propanamide